N[C@H](C=1N=C2N(N=C(C=C2)CC2(C(N[C@@H](C2)C(F)(F)F)=O)C(=O)OC)C1)C1CCCCCC1 methyl (5S)-3-((2-((S)-amino(cycloheptyl)methyl)imidazo[1,2-b]pyridazin-6-yl)methyl)-2-oxo-5-(trifluoromethyl)pyrrolidine-3-carboxylate